tert-butyl 4-(12-methylsulfinyl-2,5,7,11,13-pentazatricyclo[7.4.0.02,6]trideca-1(13),3,5,9,11-pentaen-7-yl)-3,4-dihydro-2H-quinoline-1-carboxylate CS(=O)C1=NC=C2CN(C3=NC=CN3C2=N1)C1CCN(C2=CC=CC=C12)C(=O)OC(C)(C)C